ClC=1C=C2C=C(C(=NC2=CC1)OC)CC1=CC(=CC=C1)C 6-chloro-2-methoxy-3-(3-methylbenzyl)quinoline